BrC1=C2CCCSC2=C(C=C1)Cl 5-bromo-8-chlorothiochroman